ethyl butenoate C(C=CC)(=O)OCC